(4-vinylphenylmethyl)trimethyl-silane C(=C)C1=CC=C(C=C1)C[Si](C)(C)C